4-((1-(((tert-butyldimethylsilyl)oxy)methyl)cyclopropyl)ethynyl)-2-chloropyridin-3-amine [Si](C)(C)(C(C)(C)C)OCC1(CC1)C#CC1=C(C(=NC=C1)Cl)N